FC1=C(C(=CC=2SC(=CC21)C2C(C2)CC=O)OC)OCC2=CC=C(C=C2)OC 2-(2-(4-fluoro-6-methoxy-5-((4-methoxybenzyl)oxy)benzo[b]thiophen-2-yl)cyclopropyl)acetaldehyde